C1(CC1)C(NC(C1=CN=CC=C1)=O)C12CC(C1)(C2)C2=CC=C(C=C2)OC N-(cyclopropyl(3-(4-methoxyphenyl)bicyclo[1.1.1]pentan-1-yl)methyl)nicotinamide